2-hydroxy-2-(3-((5-(((R)-2-hydroxy-2-(8-hydroxy-2-oxo-1,2-dihydrochinolin-5-yl)ethyl)amino)pentyl)oxy)phenyl)-2-(4-methoxyphenyl)acetat OC(C(=O)[O-])(C1=CC=C(C=C1)OC)C1=CC(=CC=C1)OCCCCCNC[C@@H](C1=C2C=CC(NC2=C(C=C1)O)=O)O